N-[8-fluoro-2-methylimidazo[1,2-a]pyridin-6-yl]-5-(piperidin-4-yl)thiophene-2-carboxamide FC=1C=2N(C=C(C1)NC(=O)C=1SC(=CC1)C1CCNCC1)C=C(N2)C